4,4-Difluoro-2-(4-fluorophenyl)-N-[4-(3-phenyl-1H-pyrrolo[3,2-b]pyridin-2-yl)pyridin-2-yl]butanamid FC(CC(C(=O)NC1=NC=CC(=C1)C1=C(C2=NC=CC=C2N1)C1=CC=CC=C1)C1=CC=C(C=C1)F)F